(2E)-2-(Methoxyimino)-N-methyl-2-{2-[(E)-({1-[3-(trifluoromethyl)phenyl]ethoxy}imino)methyl]phenyl}acetamid CO\N=C(\C(=O)NC)/C1=C(C=CC=C1)/C=N/OC(C)C1=CC(=CC=C1)C(F)(F)F